(4-methyl-3-(2-(methylamino)-8,9-dihydroimidazo[1',2':1,6]pyrido[2,3-d]pyrimidin-6-yl)phenyl)-4-(trifluoromethyl)picolinamide CC1=C(C=C(C=C1)C=1C(=NC=CC1C(F)(F)F)C(=O)N)C1=CC2=C(N=C(N=C2)NC)N2C1=NCC2